C(CCCCCCCCCCCCCCC)(=O)OC[C@@H](O)COP(=O)([O-])OC(C[N+](C)(C)C)C(CCCC(C=CC=O)=O)=O 1-palmitoyl-(5-keto-8-oxo-6-octenoyl)-sn-glycero-3-phosphocholine